N1=CC(=CC2=NC=CC=C12)C1=CC=CC(=N1)C#N 6-(1,5-naphthyridin-3-yl)pyridine-2-carbonitrile